Cl.O=C1NC(CCC1C1=CC=C(C=C1)C1CCN(CC1)CC(=O)O)=O 2-{4-[4-(2,6-Dioxopiperidin-3-yl)phenyl]piperidin-1-yl}acetic acid hydrochloride